perfluoro-n-butanesulfonic acid, potassium salt [K+].FC(C(C(C(F)(F)F)(F)F)(F)F)(S(=O)(=O)[O-])F